C(C)(=O)O.FC1=C(C=C2C=CC=NC2=C1)CNC1C(CC(CC1)NCC=1C=2N(C=CC1)C=CN2)O 2-(((7-fluoroquinolin-6-yl)methyl)amino)-5-((imidazo[1,2-a]pyridin-8-ylmethyl)amino)-cyclohexan-1-ol, acetic acid salt